4-(5-amino-1,3,4-thiadiazol-2-yl)piperazine-1-carboxylic acid tert-butyl ester C(C)(C)(C)OC(=O)N1CCN(CC1)C=1SC(=NN1)N